O1C(CCCC1)N1N=CC(=C1)C1=CC=C(C=C1)N1CCC(CC1)C(=O)N1CC2=CC=C(C=C2C1)C#N 2-(1-(4-(1-(tetrahydro-2H-pyran-2-yl)-1H-pyrazole-4-yl)phenyl)piperidine-4-carbonyl)isoindoline-5-carbonitrile